N-methyl-p-fluorobenzenesulfonamide CNS(=O)(=O)C1=CC=C(C=C1)F